4,5,6,7-tetrahydro-3-oxo-[1,2,3]oxadiazolo[3,4-a]pyridin-8-ium O=C1ON[N+]2=C1CCCC2